OC[C@H]1C[C@@H](CN1CCCC(F)(F)F)N1C(=NC=2C1=C1C(=NC2)NN=C1)C(C)O 1-(((3S,5R)-5-(Hydroxymethyl)-1-(4,4,4-trifluorobutyl)pyrrolidin-3-yl)-1,6-dihydroimidazo[4,5-d]pyrazolo[3,4-b]pyridin-2-yl)ethanol